2-chloro-5-methoxy-7,7-dimethyl-5,7-dihydrofuro[3,4-b]pyridine ClC1=CC=C2C(=N1)C(OC2OC)(C)C